C(=O)[O-].[Ca+2].C(=O)[O-] calcium carbanate